2-(3-Bromo-1H-indol-7-yl)-N,N-dimethylacetamide BrC1=CNC2=C(C=CC=C12)CC(=O)N(C)C